iodobis(thien-3-yl)phosphine IP(C1=CSC=C1)C1=CSC=C1